N1=CC=C(C=C1)C1=C(SC=C1)C1=CC=NC=C1 di(pyridin-4-yl)thiophene